butylene glycol di-caprylate C(CCCCCCC)(=O)OCCCCOC(CCCCCCC)=O